1-((R)-1-(2-(5-Azaspiro[2.3]hexan-5-yl)pyrimidin-5-yl)ethyl)-N-((cis)-3-(5-chloro-2-cyanophenyl)cyclobutyl)-1H-1,2,3-triazole-4-carboxamide C1CC12CN(C2)C2=NC=C(C=N2)[C@@H](C)N2N=NC(=C2)C(=O)N[C@@H]2C[C@@H](C2)C2=C(C=CC(=C2)Cl)C#N